N1=CC=CC=C1CN 6-pyridinemethylamine